CC1=C(C=CC=C1C)N1CCN(CC1)CC(=O)NC1=C(C=CC=C1)OCC 2-(4-(2,3-dimethylphenyl)piperazin-1-yl)-N-(2-ethoxyphenyl)acetamide